[Si](C1=CC=CC=C1)(C1=CC=CC=C1)(C(C)(C)C)OCCN1N=CC(=C1)C=1C=C(N)C=C(C1)B1OC(C(O1)(C)C)(C)C 3-[1-[2-[tert-butyl(diphenyl)silyl]oxyethyl]pyrazol-4-yl]-5-(4,4,5,5-tetramethyl-1,3,2-dioxaborolan-2-yl)aniline